pentaerythritol (mercaptomethyl)propionate SCC(C(=O)OCC(CO)(CO)CO)C